N(=[N+]=[N-])CCC(=O)N1C2=C(CCC3=C1C=CC=C3)C=CC(=C2)[N+](=O)[O-] 3-azido-1-(3-nitro-10,11-dihydro-5H-dibenzo[b,f]azepin-5-yl)propan-1-one